FC=1C=C2C(=C(NC2=C(C1)F)C1=CC=C(C=C1)F)C1CC(C1)NC(OC1=CC=C(C=C1)[N+](=O)[O-])=O 4-nitrophenyl ((1r,3r)-3-(5,7-difluoro-2-(4-fluorophenyl)-1H-indol-3-yl)cyclobutyl)carbamate